Isopropyl ((3-(dimethylamino)phenoxy) (4-nitrophenoxy)phosphoryl)-L-alaninate CN(C=1C=C(OP(=O)(OC2=CC=C(C=C2)[N+](=O)[O-])N[C@@H](C)C(=O)OC(C)C)C=CC1)C